C(C=C)(=O)OCCCCCCCCCC[Si](C)(C)Cl acryloxydecylchlorodimethylsilane